FC1=C(C=CC=2C(N3N(C12)CCOC3)=O)NC3=NC=C(C(=N3)N[C@H](C([2H])([2H])O)C3=CC=C(C=C3)F)C=3OC=NN3 (S)-6-fluoro-7-((4-((1-(4-fluorophenyl)-2-hydroxyethyl-2,2-d2)amino)-5-(1,3,4-oxadiazol-2-yl)pyrimidin-2-yl)amino)-3,4-dihydro-1H,10H-[1,3,4]oxadiazino[4,3-a]indazol-10-one